The molecule is a methyluridine that consists of uridine bearing two methyl substituents located at position C-5 on the uracil ring and position O-2' on the ribose ring. CC1=CN(C(=O)NC1=O)[C@H]2[C@@H]([C@@H]([C@H](O2)CO)O)OC